BrC=1C(=NC=CC1)OCC1=C(C(=CC=C1)Cl)F 3-bromo-2-[(3-chloro-2-fluoro-phenyl)methoxy]pyridine